3-(8-chloroimidazo[1,5-a]pyrazin-3-yl)piperidine-1-carboxylate ClC=1C=2N(C=CN1)C(=NC2)C2CN(CCC2)C(=O)[O-]